CN1N=CC(=C1)N1N=CC2=CC=C(C=C12)OC1CCCC=2C(=C(C=NC12)C#N)C#N 8-((1-(1-Methyl-1H-pyrazol-4-yl)-1H-indazol-6-yl)oxy)-5,6,7,8-tetrahydroquinoline-3,4-dicarbonitrile